FC(CCSC=1N=C(SC1C(=O)NCC1=CC=C(C=C1)F)C)(C1=CC=C(C=C1)F)F 4-[[3,3-Difluoro-3-(4-fluorophenyl)-propyl]sulfanyl]-N-[(4-fluorophenyl)-methyl]-2-methyl-thiazole-5-carboxylic acid amide